O=C1NOC=CC=C1 oxo-oxazepin